CONC(=O)C=1C=NN(C1)CC1=CC=C(C=C1)C1=NOC(=N1)C(F)(F)F N-methoxy-1-[[4-[5-(trifluoromethyl)-1,2,4-oxadiazol-3-yl]phenyl]methyl]pyrazole-4-carboxamide